NC(C(=O)O)CC1=CC(=C(C=C1)C(NS(=O)(=O)C)=O)OC 2-Amino-3-(3-methoxy-4-((methylsulfonyl)carbamoyl)phenyl)propanoic acid